6-Methoxy-1-methyl-2-(6-trifluoromethoxy-benzothiazol-2-ylamino)-1H-benzoimidazole-5-carboxylic acid (2-methoxy-ethyl)-amide COCCNC(=O)C1=CC2=C(N(C(=N2)NC=2SC3=C(N2)C=CC(=C3)OC(F)(F)F)C)C=C1OC